C1(CCCC1)[C@H](C1=CC=C(O1)C=1N=NN(C1)C1=C(C=C(C=C1)NS(=O)(=O)CCO)N1CCC2(CC2)CC1)O (R)-N-(4-(4-(5-(cyclopentyl(hydroxy)methyl)furan-2-yl)-1H-1,2,3-triazol-1-yl)-3-(6-azaspiro[2.5]octan-6-yl)phenyl)-2-hydroxyethane-1-sulfonamide